CC1=CC=C(C=C1)S(=O)(=O)O.C(#N)C=1C(=NC(=NC1)NC=1C(=CC(=C(C1)NC(C=C)=O)N(C)CCN(C)C)OC)C1=CN(C2=CC=CC=C12)C1CC1 N-(5-((5-cyano-4-(1-cyclopropyl-1H-indol-3-yl)pyrimidin-2-yl)amino)-2-((2-(dimethyl-Amino)ethyl)(methyl)amino)-4-methoxyphenyl)acrylamide p-toluenesulfonate